1-methyl-4-[4-(5-methyl-1,3-benzooxazol-2-yl)piperidin-1-yl]-2-oxo-1,2-dihydroquinoline-3,6-dinitrile CN1C(C(=C(C2=CC(=CC=C12)C#N)N1CCC(CC1)C=1OC2=C(N1)C=C(C=C2)C)C#N)=O